N1C[C@@H](CCC1)C1CCN(CC1)C1=NC(=C(C(=N1)N[C@H](C)C1=C(C=C(C=C1)Cl)Cl)Cl)C 2-((S)-[3,4'-bipiperidin]-1'-yl)-5-chloro-N-((R)-1-(2,4-dichlorophenyl)ethyl)-6-methylpyrimidin-4-amine